N1-(2-(dimethylamino)ethyl)-N4-(4-(4-fluoro-1H-indol-3-yl)-7H-pyrrolo[2,3-d]pyrimidin-2-yl)-N1-methyl-2-nitrobenzene-1,4-diamine CN(CCN(C1=C(C=C(C=C1)NC=1N=C(C2=C(N1)NC=C2)C2=CNC1=CC=CC(=C21)F)[N+](=O)[O-])C)C